((2-(((S)-3,3-dimethyl-1-oxo-1-((S)-1-((R)-3-phenylpyrrolidine-1-carbonyl)isoindolin-2-yl)butan-2-yl)carbamoyl)benzo[b]thiophen-5-yl)difluoromethyl)phosphonic acid CC([C@@H](C(N1[C@@H](C2=CC=CC=C2C1)C(=O)N1C[C@H](CC1)C1=CC=CC=C1)=O)NC(=O)C1=CC2=C(S1)C=CC(=C2)C(F)(F)P(O)(O)=O)(C)C